ClC1=CC=C(N=N1)N1C[C@H](CC1)CO [(3S)-1-(6-chloropyridazin-3-yl)pyrrolidin-3-yl]methanol